tert-butyl N-[(1S)-1-[[5-bromo-4-(difluoromethyl)-2-pyridyl]carbamoyl]-2,2-dicyclopropyl-ethyl]carbamate BrC=1C(=CC(=NC1)NC(=O)[C@H](C(C1CC1)C1CC1)NC(OC(C)(C)C)=O)C(F)F